N-benzyl-5-(hydroxy(methyl)amino)valeramide C(C1=CC=CC=C1)NC(CCCCN(C)O)=O